NC1=C(C=NC=C1)C=CC(=O)O 3-(4-aminopyridine-3-yl)acrylic acid